5-methyl-4-(p-tolyl)-2-(trifluoromethyl)thiazole CC1=C(N=C(S1)C(F)(F)F)C1=CC=C(C=C1)C